N-phenyl-diethoxyethanolamine C1(=CC=CC=C1)NCC(O)(OCC)OCC